6-amino-4-((2-hydroxyphenyl)amino)-N-(1,2,3,4-tetrahydronaphthalen-2-yl)picolinamide NC1=CC(=CC(=N1)C(=O)NC1CC2=CC=CC=C2CC1)NC1=C(C=CC=C1)O